P(=O)(O)(O)OC(C(=O)O)CO 2-phosphoglyceric acid